C1(=CC=CC=C1)S(=O)(=O)C1(CC=C(CC1)C)C(=O)O 1-benzenesulfonyl-4-methyl-3-cyclohexenecarboxylic acid